C(C1=CC=CC=C1)(SC=1C=NN(C1)C1OCCCC1)=O S-(1-(tetrahydro-2H-pyran-2-yl)-1H-pyrazol-4-yl) benzothioate